1-ethynyl-2,3,4-trifluorobenzene C(#C)C1=C(C(=C(C=C1)F)F)F